C(C)(C)(C)C1CCC(CC1)OC(=O)OOC(=O)OC1CCC(CC1)C(C)(C)C Di-(4-tert-butyl-cyclohexyl)-peroxodicarbonat